N1-[7-(3,6-Dihydro-2H-pyran-4-yl)-4-methoxy-[1,3]thiazolo[4,5-c]pyridin-2-yl]piperidin-1,4-dicarboxamid O1CCC(=CC1)C=1C2=C(C(=NC1)OC)N=C(S2)NC(=O)N2CCC(CC2)C(=O)N